2,2,2-trifluoroethyl 2-(5-((E)-(1-((1R,4R)-4-(cyanomethyl)cyclohexyl)-1,6-dihydroimidazo[4,5-d]pyrrolo[2,3-b]pyridin-2-yl)diazenyl)-2-hydroxybenzamido)ethan-1-sulfonate C(#N)CC1CCC(CC1)N1C(=NC=2C1=C1C(=NC2)NC=C1)/N=N/C=1C=CC(=C(C(=O)NCCS(=O)(=O)OCC(F)(F)F)C1)O